1-heptylazepan-2-one C(CCCCCC)N1C(CCCCC1)=O